[Si](C)(C)(C(C)(C)C)OCC1=NC=C(C=C1)COC 2-(((tert-butyldimethylsilyl)oxy)methyl)-5-(methoxymethyl)pyridine